C(C1=CC=CC=C1)OCC=1OC(=NN1)N1CCCC1 2-((Benzyloxy)methyl)-5-(pyrrolidin-1-yl)-1,3,4-oxadiazole